C1(CCCC1)N1C=C(C=2C1=CN=C(C2)NC(C)=O)C2=NC(=NC(=C2)C)C(C)(F)F N-(1-Cyclopentyl-3-(2-(1,1-difluoroethyl)-6-methylpyrimidin-4-yl)-1H-pyrrolo[2,3-c]pyridin-5-yl)acetamide